NC1=CC=NN1C1=NN=C(S1)NC(=O)C1=CC(=C(C(O1)=O)OCCOC)C1=C(C=CC=C1OC)Cl (Ra)-N-(5-(5-amino-1H-pyrazol-1-yl)-1,3,4-thiadiazol-2-yl)-4-(2-chloro-6-methoxyphenyl)-3-(2-methoxyethoxy)-2-oxo-2H-pyran-6-carboxamide